1-cyclopropyl-N-[3-(7-[[(3S,4R)-3-fluoro-1-methylpiperidin-4-yl]amino]-3-(2,2,2-trifluoroethyl)pyrazolo[1,5-a]pyridin-2-yl)prop-2-yn-1-yl]-1H-pyrazole-4-carboxamide C1(CC1)N1N=CC(=C1)C(=O)NCC#CC1=NN2C(C=CC=C2N[C@H]2[C@H](CN(CC2)C)F)=C1CC(F)(F)F